N-Bocaminopentanoic acid C(=O)(OC(C)(C)C)NC(C(=O)O)CCC